4-chloro-2-(3-((4-fluorobenzyl)oxy)phenyl)-1H-pyrrolo[2,3-b]pyridine ClC1=C2C(=NC=C1)NC(=C2)C2=CC(=CC=C2)OCC2=CC=C(C=C2)F